3-amino-4-(7-fluoro-1H-indazol-4-yl)-6-(4-oxocyclohexyl)-1H-1,7-phenanthroline-2-one NC=1C(NC2=C3C=CC=NC3=C(C=C2C1C1=C2C=NNC2=C(C=C1)F)C1CCC(CC1)=O)=O